1-(2-(dimethylamino)Ethyl)-5-methoxy-N1-methyl-2-nitro-N4-(4-(3,3,5-trimethyl-2,3-dihydro-1H-pyrrolo[3,2-b]pyridin-1-yl)-1,3,5-triazin-2-yl)benzene-1,4-diamine CN(CCC1(C(C=C(C(=C1)OC)NC1=NC=NC(=N1)N1CC(C2=NC(=CC=C21)C)(C)C)[N+](=O)[O-])NC)C